ClC=1C(=NC=CC1)C(=O)NCCN(C)C 3-chloro-N-(2-(dimethylamino)Ethyl)pyridinamide